[2H]C(C(=O)O)(OC1=C(C(=CC(=C1)F)F)C#C[2H])[2H] 2,2-dideuterio-2-[2-(2-deuterioethynyl)-3,5-difluoro-phenoxy]acetic acid